N1=CC=CC=2CN(CCC12)C1=C(C=C(C=N1)C(=O)NCC1=NC=C(C=N1)C(F)(F)F)C 6-(7,8-dihydro-5H-1,6-naphthyridin-6-yl)-5-methyl-N-[[5-(trifluoromethyl)pyrimidin-2-yl]methyl]pyridine-3-carboxamide